1-((5-bromo-1,3,4-thiadiazol-2-yl)methyl)-4-cyclobutylpiperazine-2,3-dione BrC1=NN=C(S1)CN1C(C(N(CC1)C1CCC1)=O)=O